Methyl (E)-3-(2-(thiophen-2-yl)vinyl)benzoate S1C(=CC=C1)/C=C/C=1C=C(C(=O)OC)C=CC1